(E)-4-(2-fluoro-5-iodophenyl)-4-oxobut-2-enoic Acid FC1=C(C=C(C=C1)I)C(/C=C/C(=O)O)=O